C(C)C1=C(OC2=C3CCC(NC3=NC=C2)=O)C=CC(=C1)N1C(N(C[C@H]1O)C=1C=NC=C(C1)C(F)(F)F)=O 5-[2-ethyl-4-[(5R)-5-hydroxy-2-oxo-3-[5-(trifluoromethyl)-3-pyridyl]imidazolidin-1-yl]phenoxy]-3,4-dihydro-1H-1,8-naphthyridin-2-one